(1-methyl-1H-pyrrolo[2,3-b]pyridin-4-yl)(2-methyl-3-phenyl-2,4,5,7-tetrahydro-6H-pyrazolo[3,4-c]pyridin-6-yl)methanone CN1C=CC=2C1=NC=CC2C(=O)N2CC=1C(CC2)=C(N(N1)C)C1=CC=CC=C1